5-(5-(3-carbamimidoylphenoxy)pentyloxy)picolinimidamide dihydrochloride salt Cl.Cl.C(N)(=N)C=1C=C(OCCCCCOC=2C=CC(=NC2)C(N)=N)C=CC1